dibenzyl-methoxypropoxysilane C(C1=CC=CC=C1)[SiH](OCCCOC)CC1=CC=CC=C1